FC=1C2=C(C=NC1C1COC1)N=C(N2)C2=CC(=CN2)C(=O)C=2C(=NC=CC2)C(F)(F)F (5-(7-fluoro-6-(oxetan-3-yl)-1H-imidazo[4,5-c]pyridin-2-yl)-1H-pyrrol-3-yl)(2-(trifluoromethyl)pyridin-3-yl)methanone